C=1(C(=CC(=C2C(=CC=CC12)C(=O)O)C(=O)O)C(=O)O)C(=O)O 1,2,4,5-naphthalenetetracarboxylic acid